CC=1N=C2N(C=C(N=C2C)C=2C(=C(C=CC2)O)C=2N=NC(=CC2)C2CN(C2)CC)C1 {2,8-Dimethylimidazo[1,2-a]pyrazin-6-yl}-2-[6-(1-ethylazetidin-3-yl)pyridazin-3-yl]phenol